C1(=CC=CC=C1)C1=C(OCCC=CC(=O)Cl)C=CC=C1 o-phenylphenoxyethyl-acryloyl chloride